5-[(2,6-dichlorophenyl)methoxy]-2-(piperazin-1-yl)pyrimidine dihydrochloride Cl.Cl.ClC1=C(C(=CC=C1)Cl)COC=1C=NC(=NC1)N1CCNCC1